O1C(=CC=C1)CNC(C1=CC=C(C=C1)NC1=C(N=C2N1C=CN=C2)C2=CC=C(C=C2)C)=O N-(furan-2-ylmethyl)-4-[[2-(4-methyl-phenyl)imidazo[1,2-a]pyrazin-3-yl]amino]benzamide